tert-butyl 4-(2-(aminooxy)ethyl)piperazine-1-carboxylate NOCCN1CCN(CC1)C(=O)OC(C)(C)C